tertbutyl-phenyl-urea C(C)(C)(C)N(C(=O)N)C1=CC=CC=C1